C(C)(C)(C)N(C(O)=O)CCC1=CC=C(C=C1)NCC=1C=NC(=CC1)CN(CC1=NC=CC=C1)CC1=NC=CC=C1.C(C=C)[C@]1(O)[C@@H](O)[C@@H](O)[C@H](O)[C@H](O1)CO allyl-β-D-mannopyranose tert-butyl-(4-(((6-((bis(pyridin-2-ylmethyl)amino)methyl)pyridin-3-yl)methyl)amino)phenethyl)carbamate